ClC=1C2=C(N=CN1)NC(=C2)I 4-Chloro-6-iodo-7H-pyrrolo[2,3-d]pyrimidine